Cl.FC=1C=C(OC2=NC(=NC(=C2)C(F)(F)F)N2CC3CCCNC3CC2)C=CC1 6-[4-(3-fluorophenoxy)-6-(trifluoromethyl)pyrimidin-2-yl]-decahydro-1,6-naphthyridine hydrochloride